2-((1-bromonaphthalen-2-yl)oxy)ethan-1-one BrC1=C(C=CC2=CC=CC=C12)OCC=O